5-cyclopropyl-1-(2-oxo-1,2-dihydrobenzo[cd]indol-6-yl)-N-(2-(trifluoromethyl)pyridin-4-yl)-1H-pyrazole-4-carboxamide C1(CC1)C1=C(C=NN1C=1C=2C3=C(C(NC3=CC1)=O)C=CC2)C(=O)NC2=CC(=NC=C2)C(F)(F)F